(S)-5-(1-(3-(2H-tetrazol-5-yl)benzyl)piperidin-3-yl)-2-(4-methoxyphenyl)-2,4-dihydro-3H-1,2,4-triazol-3-one N=1NN=NC1C=1C=C(CN2C[C@H](CCC2)C=2NC(N(N2)C2=CC=C(C=C2)OC)=O)C=CC1